N[C@@H]1[C@@H](OCC12CCN(CC2)C=2C(=NC(=CN2)SC2=CC=NC1=C2OC[C@H]2N1CCOC2)CO)C (3-((3S,4S)-4-amino-3-methyl-2-oxa-8-azaspiro[4.5]dec-8-yl)-6-(((S)-6a,7,9,10-tetrahydro-6H-[1,4]oxazino[4,3-d]pyrido[3,2-b][1,4]oxazin-4-yl)thio)pyrazin-2-yl)methanol